3-(4-chlorophenyl)-N-((4-isopropylphenyl)sulfonyl)-4-phenyl-4,5-dihydro-1H-pyrazole-1-carbothioamide ClC1=CC=C(C=C1)C1=NN(CC1C1=CC=CC=C1)C(NS(=O)(=O)C1=CC=C(C=C1)C(C)C)=S